C(#N)C1(COCC1)C1=CC=2N(C=C1)C(=CN2)C2=CC(=C(C(=O)NC1CC1)C(=C2)OC)OC(F)F 4-[7-(3-cyanotetrahydro-furan-3-yl)imidazo[1,2-a]pyridin-3-yl]-N-cyclopropyl-2-(difluoromethoxy)-6-methoxy-benzamide